BrC1=[N+](C=C(C(=C1)[N+](=O)[O-])NCC1(CC1)C#N)[O-] 2-bromo-5-(((1-cyanocyclopropyl)methyl)amino)-4-nitropyridine 1-oxide